5-(2-(diethylamino)ethyl)-3-methyl-2-((5-(4-methylpyridin-3-yl)-2-oxoindol-3-ylidene)methyl)-1,5,6,7-tetrahydro-4H-pyrrolo[3,2-c]Pyridin-4-one C(C)N(CCN1C(C2=C(CC1)NC(=C2C)C=C2C(NC1=CC=C(C=C21)C=2C=NC=CC2C)=O)=O)CC